3-tert-Butyl-5-{[2-(6-isopropylpyridin-3-yl)imidazo[1,2-a]pyridin-3-yl]methyl}-2,5-diazabicyclo-[2.2.2]octane-2-carboxylate C(C)(C)(C)C1N(C2CN(C1CC2)CC2=C(N=C1N2C=CC=C1)C=1C=NC(=CC1)C(C)C)C(=O)[O-]